N-ethylthioglucosamine C(C)N[C@H]1C(S)O[C@@H]([C@H]([C@@H]1O)O)CO